(3,5-Difluorophenyl)-2-[4-([1,2,4]triazolo[1,5-a]pyridin-7-yl)phenyl]acetamide FC=1C=C(C=C(C1)F)C(C(=O)N)C1=CC=C(C=C1)C1=CC=2N(C=C1)N=CN2